2,4,6-tris(piperazin-1-yl)-1,3,5-triazine N1(CCNCC1)C1=NC(=NC(=N1)N1CCNCC1)N1CCNCC1